N-(2-(3-ethylpiperazin-1-yl)-5,6-dimethylpyrimidin-4-yl)-1H-indazol-5-amine C(C)C1CN(CCN1)C1=NC(=C(C(=N1)NC=1C=C2C=NNC2=CC1)C)C